(4-((1-methyl-1H-pyrazol-3-yl)amino)-2-(methylthio)pyrimidin-5-yl)methanol CN1N=C(C=C1)NC1=NC(=NC=C1CO)SC